(R)-2-((1,4-dioxo-1,4-dihydronaphthalen-2-yl)amino)-3-phenyl-N-(3-methoxyphenyl)-propionamide O=C1C(=CC(C2=CC=CC=C12)=O)N[C@@H](C(=O)NC1=CC(=CC=C1)OC)CC1=CC=CC=C1